[Na].[Mg] Magnesium-Sodium